2-ethoxybenzoic acid 2-(((5-methoxy-4,6-dimethylpyridin-2-yl) methyl) sulfinyl)-1H-benzo[d]imidazol-5-yl ester COC=1C(=CC(=NC1C)CS(=O)C1=NC2=C(N1)C=CC(=C2)OC(C2=C(C=CC=C2)OCC)=O)C